O(CC1=C(C#N)C=CC=C1)CC1=C(C#N)C=CC=C1 3'-(oxybis(methylene))dibenzonitrile